N-[5-[1-(4-nitrophenyl)-5-oxo-pyrrolidin-3-yl]pentyl]carbamic acid tert-butyl ester C(C)(C)(C)OC(NCCCCCC1CN(C(C1)=O)C1=CC=C(C=C1)[N+](=O)[O-])=O